triethylbenzamide C(C)C1=C(C(=C(C(=O)N)C=C1)CC)CC